6-fluoro-N-methyl-5-(4-((2-methyl-3-oxo-4H-quinoxalin-6-yl)methyl-d2)piperazin-1-yl)pyridine-2-carboxamide FC1=C(C=CC(=N1)C(=O)NC)N1CCN(CC1)C([2H])([2H])C=1C=C2NC(C(=NC2=CC1)C)=O